CN1N=CC(=C1)C=1C=C(C=2N(C1)N=CC2)C2=CC1C(CN(C1)C(=O)OC(C)(C)C)C2 tert-butyl 5-[6-(1-methylpyrazol-4-yl)pyrazolo[1,5-a]pyridin-4-yl]-3,3a,6,6a-tetrahydro-1H-cyclopenta[c]pyrrole-2-carboxylate